benzylarsenic acid C(C1=CC=CC=C1)O[As](O)(O)=O